2-(2-bromo-5-methoxypyridin-4-yl)-4H-pyran-4-one BrC1=NC=C(C(=C1)C=1OC=CC(C1)=O)OC